1-(2-pyrimidin-2-yl-1,2,4-triazol-3-yl)ethanamine N1=C(N=CC=C1)N1N=CN=C1C(C)N